2-((6-methoxypyridin-3-yl)methyl)-2,7-diazaspiro[3.5]nonane-7-carboxylic acid tert-butyl ester C(C)(C)(C)OC(=O)N1CCC2(CN(C2)CC=2C=NC(=CC2)OC)CC1